6-[5-({1-[(2E)-2-(aminomethyl)-3-fluoroprop-2-en-1-yl]-5-oxo-1,5-dihydro-4H-1,2,4-triazol-4-yl}methyl)thiophen-2-yl]-1,4-dihydro-2H-pyrido[2,3-d][1,3]oxazin-2-one NC/C(/CN1N=CN(C1=O)CC1=CC=C(S1)C1=CC2=C(NC(OC2)=O)N=C1)=C\F